2-(3,4-epoxycyclohexyl)ethyldiethoxysilane C1(CC2C(CC1)O2)CC[SiH](OCC)OCC